5-((1-methyl-2-oxo-1,2-dihydropyridin-3-yl)amino)pyrazole CN1C(C(=CC=C1)NC1=CC=NN1)=O